1-(3-Difluoromethyl-cyclobutyl)-3-(3-trifluoromethyl-benzyl)-urea FC(C1CC(C1)NC(=O)NCC1=CC(=CC=C1)C(F)(F)F)F